OC[C@H](C1=CC=CC=C1)NC1=CC(=NC=C1C1=NC2(CO1)CCOCC2)NC=2N=CC1=C(N2)C(NC1=O)(C)C (S)-2-((4-((2-hydroxy-1-phenylethyl)amino)-5-(3,8-dioxa-1-azaspiro[4.5]dec-1-en-2-yl)pyridin-2-yl)amino)-7,7-dimethyl-6,7-dihydro-5H-pyrrolo[3,4-d]pyrimidin-5-one